C(C)N(C=NC1=C(C=C(C(=C1)F)C1(COC1)OCC1=CC=C(C=C1)C)C)C N-ethyl-N'-(5-fluoro-2-methyl-4-(3-((4-methylbenzyl)oxy)oxetan-3-yl)phenyl)-N-methylformimidamide